[N+](=O)([O-])C=1C=C(C=CC=2OC=CN2)C=CC1 2-(3-nitrostyryl)oxazole